Ethyl (S)-4-(2-fluorophenyl)-1-((10-hydroxy-7-azaspiro[4.5]decan-10-yl)methyl)-6-oxo-1,6-dihydropyridine-3-carboxylate FC1=C(C=CC=C1)C=1C(=CN(C(C1)=O)C[C@@]1(CCNCC12CCCC2)O)C(=O)OCC